NCCC[Si](OCC)(OCC)OCC γ-aminopropyltriethyloxysilane